N12NCC(CC1)CC2 Diazabicyclo[2.2.2]octan